BrC1=C(C=CC=C1)CC(=O)Cl 2-bromophenyl-acetyl chloride